4-((2,6-dimethylbenzyl)amino)-2-((1-isopropyl-1H-pyrazol-4-yl)amino)pyrimidin-5-carboxamide CC1=C(CNC2=NC(=NC=C2C(=O)N)NC=2C=NN(C2)C(C)C)C(=CC=C1)C